CC(C[C@H]1[C@@H](C[C@H]2N(CCC3=CC(=C(C=C23)OC)OCC(CC)(O)CC)C1)O)(C)C (2R,3R,11bR)-3-(2,2-dimethylpropyl)-9-(2-ethyl-2-hydroxybutoxy)-10-methoxy-1H,2H,3H,4H,6H,7H,11bH-pyrido[2,1-a]isoquinolin-2-ol